FC(S(=O)(=O)OC=1CC2(CN(C2)C(=O)OCCCC)CC1)(F)F Butyl 6-(((trifluoromethyl)sulfonyl)oxy)-2-azaspiro[3.4]oct-6-ene-2-carboxylate